FC(C=1C=CC(=C(C1)N1N=C(C=2C=NC(=CC21)C=2C=NN1C2N=CC=C1)NCCN(C)C)OC)F N1-(1-(5-(difluoromethyl)-2-methoxyphenyl)-6-(pyrazolo[1,5-a]pyrimidin-3-yl)-1H-pyrazolo[4,3-c]pyridin-3-yl)-N2,N2-dimethylethane-1,2-diamine